6-[(6-bromo-2-pyridyl)oxymethyl]pyridine-3-carbonitrile BrC1=CC=CC(=N1)OCC1=CC=C(C=N1)C#N